FC(F)(F)B1OB(OBO1)C1=CC=CC=C1 trifluoromethylphenylboroxine